M-aminophenyl-trimethoxysilane methyl-7-(3,5-dichlorophenyl)-6-methyl-4-(propan-2-yl)pyrrolo[1,2-b]pyridazine-3-carboxylate COC(=O)C1=C(C=2N(N=C1)C(=C(C2)C)C2=CC(=CC(=C2)Cl)Cl)C(C)C.NC=2C=C(C=CC2)[Si](OC)(OC)OC